[2,6-bis[4-(S)-tert-butyl-2-oxazolyl]-4-chloropyridine] cobalt [Co].C(C)(C)(C)C=1N=C(OC1)C1=NC(=CC(=C1)Cl)C=1OC=C(N1)C(C)(C)C